N1(N=NC2=C1C=CC=C2)C2=C(C(=C(CNS(=O)(=O)N)C=C2)F)F N-(4-(1H-benzo[d][1,2,3]triazol-1-yl)-2,3-difluorobenzyl)sulfamide